(S)-tert-butyl 3-(cyanomethyl)piperazine-1-carboxylate C(#N)C[C@H]1CN(CCN1)C(=O)OC(C)(C)C